OC1=C(C(=CC(=C1)C)C)N1N=C2N=C(NC(C2=C1)=O)C1=CC=CC=C1 2-(2-hydroxy-4,6-dimethylphenyl)-6-phenyl-2,5-dihydro-4H-pyrazolo[3,4-d]pyrimidin-4-one